CN(C1=CC=C(CCNC(=O)C2=C(C=C(C(=O)OCC)C=C2)C(=O)N2CCC(CC2)OC2=NC=C(C=C2)C2=CC=C(C=C2)N(C)C)C=C1)C ethyl 4-((4-(dimethylamino)phenethyl)carbamoyl)-3-(4-((5-(4-(dimethylamino)phenyl)pyridin-2-yl)oxy)piperidine-1-carbonyl)benzoate